methyl (S)-2-(chloromethyl)-3-(oxetan-2-ylmethyl)-3H-imidazolo[4,5-b]pyridine-5-carboxylate ClCC1=NC=2C(=NC(=CC2)C(=O)OC)N1C[C@H]1OCC1